ClC1=C(C=CC=C1)N1C(C2=C(C=3C=CC(=NC13)C(F)(F)F)N=CN2C)=O 5-(2-chlorophenyl)-3-methyl-7-(trifluoromethyl)-3,5-dihydro-4H-imidazo[4,5-c][1,8]Naphthyridin-4-one